Cl.[Ru+2].C1(=CC=CC=C1)P(C1=CC=CC=C1)C1=CC=CC=C1.C1(=CC=CC=C1)P(C1=CC=CC=C1)C1=CC=CC=C1.C1(=CC=CC=C1)P(C1=CC=CC=C1)C1=CC=CC=C1 tris(triphenylphosphine) ruthenium (II) hydrochloride